C(CCCCC(=O)OC1CC(N(C(C1)(C)C)OCC(C)(C)O)(C)C)(=O)OC1CC(N(C(C1)(C)C)OCC(C)(C)O)(C)C Bis(1-(2-Hydroxy-2-Methylpropoxy)-2,2,6,6-Tetramethylpiperidin-4-yl) Adipat